CC1=C(C(NC(=C1)C)=O)CN1C(C=2C(=C3C(=C(C2CC1)C(C)C)OC(O3)(C)C31CCC(CC3)(CC1)N(C)C)C)=O 6-((4,6-dimethyl-2-oxo-1,2-dihydropyridin-3-yl)methyl)-2-(4-(dimethylamino)bicyclo[2.2.2]octan-1-yl)-9-isopropyl-2,4-dimethyl-7,8-dihydro-[1,3]dioxolo[4,5-g]isoquinolin-5(6H)-one